FC1=CC=C(C=C1)N1C(N(C(=CC1=O)N(C(CC1=CC=CC=C1)=O)CCCN1CCOCC1)C1=CC=C(C=C1)F)=O N-(1,3-bis(4-fluorophenyl)-2,6-dioxo-1,2,3,6-tetrahydropyrimidin-4-yl)-N-[3-(morpholin-4-yl)propyl]-2-phenylacetamide